ClC=1C=C(C=C2C(=C(C=NC12)C#N)N[C@@H](CCO)C1=CC=CC=C1)N[C@@H](C=1C=NC=CC1)C=1N=NN(C1)C1COC1 8-chloro-4-(((S)-3-hydroxy-1-phenylpropyl)amino)-6-(((S)-(1-(oxetan-3-yl)-1H-1,2,3-triazol-4-yl)(pyridin-3-yl)methyl)amino)quinoline-3-carbonitrile